C(#N)C1=CC=C2C(=CC=NC2=C1)C(=O)N1CCOCC1 7-cyano-4-(morpholine-4-carbonyl)quinolin